tert-Butyl 3-(3-amino-4-chlorophenyl)-3-cyclopropylpropanoate 4-methylbenzenesulfonate CC1=CC=C(C=C1)S(=O)(=O)O.NC=1C=C(C=CC1Cl)C(CC(=O)OC(C)(C)C)C1CC1